NC1=C(C(=NN1CC(F)(F)F)C1=CC=C(C=C1)CC(NC1=CC(=NO1)C12CC(C1)(C2)C(F)(F)F)=O)C(=O)N 5-Amino-3-(4-(2-oxo-2-((3-(3-(trifluoromethyl)bicyclo[1.1.1]pentan-1-yl)isoxazol-5-yl)amino)ethyl)phenyl)-1-(2,2,2-trifluoroethyl)-1H-pyrazole-4-carboxamide